CN(C=1C=C(CN(C2=CC(=NC=C2)CN2C(CNCC2)=O)CC2=CC(=CC=C2)OC)C=CC1)C 1-((4-((3-(dimethylamino)benzyl)(3-methoxybenzyl)amino)pyridin-2-yl)methyl)piperazin-2-one